(R)-3-methyl-4-(1-(methylsulfonyl)-6-(1H-pyrrolo[2,3-c]pyridin-4-yl)-1H-imidazo[4,5-c]pyridin-4-yl)morpholine C[C@H]1N(CCOC1)C1=NC(=CC2=C1N=CN2S(=O)(=O)C)C2=C1C(=CN=C2)NC=C1